FC=1C=C(C=C(C1)C)NC1=C(C(=O)N)C=CC=N1 2-((3-fluoro-5-methylphenyl)amino)nicotinamide